6-((3-methoxy-4-((1-methylpiperidin-4-yl)methoxy)phenyl)amino)-3-morpholinoquinoxaline-5-carbonitrile COC=1C=C(C=CC1OCC1CCN(CC1)C)NC1=C(C=2N=C(C=NC2C=C1)N1CCOCC1)C#N